4,4'-cyclohexylidenebis[N,N-bis[4-methylphenyl]benzenamine] C1(CCCCC1)(C1=CC=C(C=C1)N(C1=CC=C(C=C1)C)C1=CC=C(C=C1)C)C1=CC=C(C=C1)N(C1=CC=C(C=C1)C)C1=CC=C(C=C1)C